1-(allyloxy)-3-(3-butyn-1-oxy)-2-propanol difluorophosphite P(F)(F)OC(COCC=C)COCCC#C